Tert-butyl 4-(6-(5-amino-6-methoxypyridin-3-yl)quinazolin-4-yl)piperazine-1-carboxylate NC=1C=C(C=NC1OC)C=1C=C2C(=NC=NC2=CC1)N1CCN(CC1)C(=O)OC(C)(C)C